Cl.C1(CC1)N1CCC(CC1)NCCOC cyclopropyl-N-(2-methoxyethyl)piperidin-4-amine hydrochloride